1-(1-(2-oxaspiro[3.3]heptane-6-yl)piperidine-4-yl)-3-((5-(5-(difluoromethyl)-1,3,4-oxadiazole-2-yl)pyridine-2-yl)methyl)-5-fluoro-1,3-dihydro-2H-benzo[d]imidazole-2-one C1OCC12CC(C2)N2CCC(CC2)N2C(N(C1=C2C=CC(=C1)F)CC1=NC=C(C=C1)C=1OC(=NN1)C(F)F)=O